(2R,4S)-5-([1,1-biphenyl]-4-yl)-4-((tert-butoxycarbonyl)amino)-2-methyl-pentanoic acid C1(=CC=C(C=C1)C[C@H](C[C@H](C(=O)O)C)NC(=O)OC(C)(C)C)C1=CC=CC=C1